OC1C(COC1)N1C=C(C=2N(C(C=CC21)=O)C)C2=CC(=CC(=C2)OC2=CC=C(C=C2)C(F)(F)F)C 1-(4-hydroxyoxolan-3-yl)-4-methyl-3-{3-methyl-5-[4-(trifluoromethyl)phenoxy]phenyl}-1H,4H,5H-pyrrolo[3,2-b]pyridin-5-one